S1N=NC=2C=CC=3C=CC=NC3C21 thiadiazoloquinoline